nona-6,8-diynoic acid C(CCCCC#CC#C)(=O)O